ClC=1C=CC2=C(N(CC(O2)C(=O)NC23CC(C2)(C3)NC(COC3=CC(=C(C=C3)Cl)F)=O)C(C(C(F)(F)F)(F)F)=O)C1 6-chloro-N-{3-[2-(4-chloro-3-fluorophenoxy)acetamido]bicyclo[1.1.1]pentan-1-yl}-4-(2,2,3,3,3-pentafluoropropanoyl)-3,4-dihydro-2H-1,4-benzoxazine-2-carboxamide